2-(6-(1-((1S,2S,3S,5R)-2-fluoro-1,5-dimethyl-8-azabicyclo[3.2.1]octan-3-yl)vinyl)pyridazin-3-yl)-5-(5-methyl-2H-tetrazol-2-yl)phenol F[C@@H]1[C@@]2(CC[C@](C[C@H]1C(=C)C1=CC=C(N=N1)C1=C(C=C(C=C1)N1N=C(N=N1)C)O)(N2)C)C